C(#C)C=1C=NC=C(C1)N1C=NN=C1 3-ethynyl-5-(1,2,4-triazol-4-yl)pyridine